ClC1=CC=C2C(=N1)CN(C21CCC(CC1)OC)C 2'-chloro-4-methoxy-6'-methyl-6',7'-dihydrospiro[cyclohexane-1,5'-pyrrolo[3,4-b]pyridine]